C1(=CC=CC=C1)COC(=O)N1C(CNCC1)C1CC(C1)NC(=O)OC(C)(C)C [3-(tert-Butoxycarbonylamino)cyclobutyl]Piperazine-1-carboxylic acid phenylmethyl ester